4-[7-bromo-2-chloro-8-fluoro-6-(trifluoromethyl)quinazolin-4-yl]-1,4-thiazinane 1,1-dioxide BrC1=C(C=C2C(=NC(=NC2=C1F)Cl)N1CCS(CC1)(=O)=O)C(F)(F)F